2-(2,5-dichloropyrimidin-4-yl)-7-isopropyl-3,5-dimethylthieno[3,2-c]pyridin-4(5H)-one ClC1=NC=C(C(=N1)C1=C(C=2C(N(C=C(C2S1)C(C)C)C)=O)C)Cl